C(C)C=1C=C(C=CC1NC1=NC=C(C(=N1)[Sn](C)(C)C)C(F)(F)F)N1C[C@@H](N([C@@H](C1)C)C(=O)OCC1C2=CC=CC=C2C=2C=CC=CC12)C (9H-Fluoren-9-yl)methyl (2S,6R)-4-(3-ethyl-4-((5-(trifluoromethyl)-4-(trimethylstannyl)pyrimidin-2-yl)amino)phenyl)-2,6-dimethylpiperazine-1-carboxylate